CN1N=CC(=C1)NC1=NC=C(C(=N1)NCCCC(C)C)C(=O)N 2-((1-methyl-1H-pyrazol-4-yl)amino)-4-((4-methylpentyl)amino)pyrimidin-5-carboxamide